C(C1=CC=CC=C1)N1C=CC2=C(C(=C(C=C12)F)NC1=C(C(=O)O)C=C(C=N1)C1CC1)F 2-((1-benzyl-4,6-difluoro-1H-indol-5-yl)amino)-5-cyclopropyl-nicotinic acid